ClC1=CC=C(C=C1)S(=O)(=O)C1=C2C=CC=NC2=C(C=C1)O 5-(4-chlorophenyl)sulfonylquinolin-8-ol